4-phenethylpiperazin C(CC1=CC=CC=C1)N1CCNCC1